tert-Butyl methyl{[5-oxo-1-(pentan-3-yl)-4,5-dihydro-1H-pyrazol-3-yl]methyl}carbamate CN(C(OC(C)(C)C)=O)CC1=NN(C(C1)=O)C(CC)CC